1-(3-(tert-butyl)-1-phenyl-1H-pyrazol-5-yl)-3-(4-((3-chloro-1H-pyrrolo[2,3-b]pyridin-4-yl)oxy)-2,6-difluorophenyl)urea C(C)(C)(C)C1=NN(C(=C1)NC(=O)NC1=C(C=C(C=C1F)OC1=C2C(=NC=C1)NC=C2Cl)F)C2=CC=CC=C2